(S)-2-((4-(3-(4-cyano-2-methoxyphenyl)-2,3-dihydrobenzo[b][1,4]dioxin-5-yl)piperidin-1-yl)methyl)-1-((1-(fluoromethyl)cyclopropyl)methyl)-1H-benzo[d]imidazole-6-carboxylic acid C(#N)C1=CC(=C(C=C1)[C@@H]1OC2=C(OC1)C=CC=C2C2CCN(CC2)CC2=NC1=C(N2CC2(CC2)CF)C=C(C=C1)C(=O)O)OC